(S)-8-(benzyloxy)-2,2-difluoro-7-methoxy-1,2,3,11a-tetrahydro-5H-benzo[e]pyrrolo[1,2-a][1,4]diazepine-5,11(10H)-dione C(C1=CC=CC=C1)OC=1C(=CC2=C(NC([C@H]3N(C2=O)CC(C3)(F)F)=O)C1)OC